C(CC)=O r-propionaldehyde